NCC1=C(C=C(C=N1)NC1C(NC(CC1)=O)=O)F 3-((6-(Aminomethyl)-5-fluoropyridin-3-yl)amino)piperidine-2,6-dione